ClC=1C(=C2C(=NC1)NC(=N2)C2=CC=C(C=C2)N2CCN(CC2)CC=2C=NC(=CC2)C)NC2CCN(CC2)C(C)C 6-Chloro-N-[1-(1-methylethyl)piperidin-4-yl]-2-(4-{4-[(6-methylpyridin-3-yl)methyl]piperazin-1-yl}phenyl)-3H-imidazo[4,5-b]pyridin-7-amine